4-[3-[2-Chloro-4-(6-methoxy-2-azaspiro[3.3]heptan-2-yl)benzoyl]-2,4-dihydro-1,3-benzoxazin-8-yl]-5-fluoro-2-(3-oxa-8-azabicyclo[3.2.1]oct-8-yl)benzoic acid hydrate O.ClC1=C(C(=O)N2COC3=C(C2)C=CC=C3C3=CC(=C(C(=O)O)C=C3F)N3C2COCC3CC2)C=CC(=C1)N1CC2(C1)CC(C2)OC